C(CCCCCCCCCCCC)OC(CCSCCC(=O)OCCCCCCCCCCCCC)=O.OC1=C(C=CC=C1C)C(CCCCCCCCCCCCC)C1=C(C(=CC=C1)C)O 1,1-bis(2-hydroxy-3-methylphenyl)tetradecane Ditridecyl-thiodipropionate